(2R)-2-amino-N-(2,6-piperidinedione-3-yl)-4-phenylbutyramide hydrochloride Cl.N[C@@H](C(=O)NC1C(NC(CC1)=O)=O)CCC1=CC=CC=C1